ClC=1C=C(NC=2C(=CN=NC2)C(=O)OC)C=C(C1OCCOCCCOC1=C(C=C(C=C1Cl)CCC(=O)OC)Cl)Cl methyl 5-[3,5-dichloro-4-[2-[3-[2,6-dichloro-4-(3-methoxy-3-oxo-propyl)phenoxy]propoxy] ethoxy]anilino]pyridazine-4-carboxylate